1-(5-(5-chloro-2-methoxypyridin-4-yl)-1H-pyrazole-3-carbonyl)-N-((6-(trifluoromethyl)pyridin-2-yl)methyl)piperidine-4-carboxamide ClC=1C(=CC(=NC1)OC)C1=CC(=NN1)C(=O)N1CCC(CC1)C(=O)NCC1=NC(=CC=C1)C(F)(F)F